C(C1=CC=CC=C1)NC(=O)C1(CCOCC1)N(C(=O)C1OC1)C=1C=C2C=CN(C2=CC1)C N-{4-[(benzylamino)carbonyl]-3,4,5,6-tetrahydro-2H-pyran-4-yl}-N-(1-methylindole-5-yl)oxirane-2-carboxamide